C1(CC1)C=1NC2=C(C(=CC=C2C1C=O)C)C 2-CYCLOPROPYL-6,7-DIMETHYL-1H-INDOLE-3-CARBOXALDEHYDE